2-hydroxy-N,N-bis(2-hydroxyethyl)-N-methylethylammonium OCC[N+](C)(CCO)CCO